S-Adenosyl-L-Methionine Tosylate Disulfate S(=O)(=O)([O-])OS(=O)(=O)[O-].S(=O)(=O)([O-])C1=CC=C(C)C=C1.[C@@H]1([C@H](O)[C@H](O)[C@@H](C[S+](CC[C@H](N)C(=O)O)C)O1)N1C=NC=2C(N)=NC=NC12.[C@@H]1([C@H](O)[C@H](O)[C@@H](C[S+](CC[C@H](N)C(=O)O)C)O1)N1C=NC=2C(N)=NC=NC12.[C@@H]1([C@H](O)[C@H](O)[C@@H](C[S+](CC[C@H](N)C(=O)O)C)O1)N1C=NC=2C(N)=NC=NC12